(2S,4S*)-N-((R)-1-(4-carbamimidoylthiophen-2-yl)ethyl)-1-((9,9-difluoro-9H-fluorene-3-carbonyl)glycyl)-4-(hydroxymethyl)pyrrolidine-2-carboxamide C(N)(=N)C=1C=C(SC1)[C@@H](C)NC(=O)[C@H]1N(C[C@H](C1)CO)C(CNC(=O)C=1C=CC=2C(C3=CC=CC=C3C2C1)(F)F)=O |o1:16|